N-[(Benzyloxy)carbonyl]-L-alanyl-N-methyl-L-alanyl-L-asparagine trifluoroacetic acid salt FC(C(=O)O)(F)F.C(C1=CC=CC=C1)OC(=O)N[C@@H](C)C(=O)N([C@@H](C)C(=O)N[C@@H](CC(N)=O)C(=O)O)C